isopropyl-sulfinate C(C)(C)S(=O)[O-]